methyl 6-methoxy-1h-indole-2-carboxylate COC1=CC=C2C=C(NC2=C1)C(=O)OC